1-[2-(2,6-dioxo-3-piperidyl)-1,3-dioxo-isoindolin-5-yl]Piperidine-4-carbaldehyde O=C1NC(CCC1N1C(C2=CC=C(C=C2C1=O)N1CCC(CC1)C=O)=O)=O